4-(7-(3,4-dimethoxy-phenyl)pyrazolo[1,5-a]pyrimidine-2-carboxamido)-3-methylbenzoic acid COC=1C=C(C=CC1OC)C1=CC=NC=2N1N=C(C2)C(=O)NC2=C(C=C(C(=O)O)C=C2)C